C1(=CC=CC=C1)N(C1=CC=C(C=C1)C1=CC=C(C=C1)C1=NC2=CC(=C(C=C2N=C1C1=CC=C(C=C1)C1=CC=C(C=C1)N(C1=CC=CC=C1)C1=CC=CC=C1)C#N)C#N)C1=CC=CC=C1 2,3-bis(4'-(diphenylamino)-[1,1'-biphenyl]-4-yl)quinoxaline-6,7-dicarbonitrile